ClC=1C=C(C(=O)N[C@@H](C)C2=NC(=NN2C2=NC=C(C(=O)N=S(=O)(C)CC(C)C)C=C2)C)C=C(C1)C(F)(F)F 6-(5-((S)-1-(3-chloro-5-(trifluoromethyl)benzamido)ethyl)-3-methyl-1H-1,2,4-triazol-1-yl)-N-(isobutyl(methyl)(oxo)-λ6-sulfanylidene)nicotinamide